COC1=NC=C(C2=C1N=C(S2)[NH-])C2=CC(=CC=C2)NC [4-methoxy-7-(3-methylamino-phenyl)-thiazolo[4,5-c]pyridin-2-yl]-amid